1-bromo-2,3-dichloro-5-ethylbenzene BrC1=C(C(=CC(=C1)CC)Cl)Cl